CS(=O)(=O)C1=CC(=C(C=C1)NCC#CC=1N(C=2C=CC=C(C2C1)NC1CCN(CC1)CCCOC)CC(F)(F)F)OC 2-{3-[(4-methanesulfonyl-2-methoxyphenyl)amino]prop-1-yn-1-yl}-N-[1-(3-methoxypropyl)piperidin-4-yl]-1-(2,2,2-trifluoroethyl)-1H-indol-4-amine